2,3-diphenyl-1,8-naphthyridine C1(=CC=CC=C1)C1=NC2=NC=CC=C2C=C1C1=CC=CC=C1